OB1OCC2=C1C(=C(C=C2)C(=O)N[C@@H](C(C)C)C(=O)OCC=2N=CSC2)C thiazol-4-ylmethyl (1-hydroxy-7-methyl-1,3-dihydrobenzo[c][1,2]oxaborole-6-carbonyl)-L-valinate